(rac)-2'-[6-amino-5-(trifluoromethyl)pyridin-3-yl]-N-(3-methyloxetan-3-yl)-5',6'-dihydrospiro[pyrrolidine-3,4'-pyrrolo[1,2-b]pyrazole]-1-carboxamide NC1=C(C=C(C=N1)C=1C=C2N(N1)CC[C@]21CN(CC1)C(=O)NC1(COC1)C)C(F)(F)F |r|